CO[Si](CCCNC(=O)NCCC[Si](OC)(OC)OC)(OC)OC N,N'-bis[3-(trimethoxysilyl)propyl]-urea